3,5-dimethoxy-4-(propan-2-yl)benzaldehyde COC=1C=C(C=O)C=C(C1C(C)C)OC